tri-tert-butyl (5R,12S,16S)-5-[(3,4-dihydro-2H-1-benzopyran-6-yl)methyl]-3,6,14-trioxo-1-phenyl-2-oxa-4,7,13,15-tetraazaoctadecane-12,16,18-tricarboxylate O1CCCC2=C1C=CC(=C2)C[C@@H](NC(OCC2=CC=CC=C2)=O)C(NCCCC[C@H](NC(N[C@@H](CCC(=O)OC(C)(C)C)C(=O)OC(C)(C)C)=O)C(=O)OC(C)(C)C)=O